C(=C)N1C=[N+](C=C1)CCCS(=O)(=O)O 1-vinyl-3-(3-sulfopropyl)imidazolium